N-(2,2-dimethoxypropyl)-2,3,5-triiodobenzamide COC(CNC(C1=C(C(=CC(=C1)I)I)I)=O)(C)OC